N-{[4-(furan-2-yl)phenyl]methyl}-6-methyl-1-(2-methylpropanoyl)-4-{[2-(2,2,2-trifluoroethoxy)phenyl]methyl}piperazine-2-carboxamide O1C(=CC=C1)C1=CC=C(C=C1)CNC(=O)C1N(C(CN(C1)CC1=C(C=CC=C1)OCC(F)(F)F)C)C(C(C)C)=O